(2R,6S)-4-[(4-bromo-6-chloro-2-pyridyl)methyl]-2,6-dimethyl-morpholine BrC1=CC(=NC(=C1)Cl)CN1C[C@H](O[C@H](C1)C)C